COC(CCC1=CC=C(C=C1)O)C 4-(3-methoxybutyl)phenol